4-amino-6-methylpyridazine NC1=CN=NC(=C1)C